C(C)(C)(C)OC(=O)N1[C@@H](COCC1)C=1C=C(C=C2CCN(CC12)C(C(C)(C)O)=O)C=1C=C2C(=NC1)NC=C2C (R)-3-[2-(2-hydroxy-2-methylpropanoyl)-6-(3-methyl-1H-pyrrolo[2,3-b]pyridin-5-yl)-1,2,3,4-tetrahydroisoquinolin-8-yl]morpholin-4-carboxylic acid tert-butyl ester